C(C)N1C(=NC2=NC(=C(C=C21)C2=NN=NN2)OC)C(O)(C2=CC=CC=C2)C2=CC=CC=C2 [1-ethyl-5-methoxy-6-(1H-tetrazol-5-yl)-1H-imidazo[4,5-b]pyridin-2-yl]-diphenyl-methanol